2-Methyl-3-(4-methylpyridin-3-yl)phenol CC1=C(C=CC=C1C=1C=NC=CC1C)O